1-(4-(4-amino-7-(1-methylpiperidin-4-yl)-7H-pyrrolo[2,3-d]pyrimidin-5-yl)-2-fluorophenyl)-3-(3-(1-(trifluoromethyl)cyclopropyl)isoxazol-5-yl)urea NC=1C2=C(N=CN1)N(C=C2C2=CC(=C(C=C2)NC(=O)NC2=CC(=NO2)C2(CC2)C(F)(F)F)F)C2CCN(CC2)C